5-(tertiary butyl)-3-((diphenylmethylene)amino)-1-methylindole-2-one C(C)(C)(C)C=1C=C2C(C(N(C2=CC1)C)=O)N=C(C1=CC=CC=C1)C1=CC=CC=C1